[Pd](Cl)Cl.C1(=CC=CC=C1)P(C1=C(C2=CC=CC=C2C=C1)C1=C(C=CC2=CC=CC=C12)P(C1=CC=CC=C1)C1=CC=CC=C1)C1=CC=CC=C1 (S)-(-)-2,2'-bis(diphenylphosphino)-1,1'-binaphthyl palladium dichloride